CC1=NOC(=C1C=1C=CC(=NC1)C[N+]1=NOC(=C1)[N-]C(NC1=CC(=C(C=C1)C)C(F)(F)F)=O)C (3-((5-(3,5-dimethylisoxazol-4-yl)pyridin-2-yl)methyl)-1,2,3-oxadiazol-3-ium-5-yl)((4-methyl-3-(trifluoromethyl)phenyl)carbamoyl)amide